ClC=1C=C(C=CC1CCC(C)(C)C)C12NOCC1CCCC2 7a-[3-chloro-4-(3,3-dimethyl-butyl)phenyl]octahydro-benzo[c]isoxazole